ClC=1C=C(C=CC1F)N(C(=O)[C@H]1N(C(N(C1)CC1(CNC1)O)=O)C1=NC(=CC(=C1)C(F)(F)F)C)C (S)-N-(3-Chloro-4-fluorophenyl)-1-((3-hydroxyazetidin-3-yl)methyl)-N-methyl-3-(6-methyl-4-(trifluoromethyl)pyridin-2-yl)-2-oxoimidazolidine-4-carboxamide